N[C@@](C(=O)O)(C)C=1C=NC=C(C1)C=O (2S)-2-AMINO-2-(5-FORMYL(3-PYRIDYL))PROPANOIC ACID